FC1=CC=C(C=C1)[C@H](C)NC1=NC(=CC(=N1)NC1=NC=CN=C1)C=1C=NC(=CC1)OC (S)-N2-[1-(4-fluorophenyl)ethyl]-6-(6-methoxypyridin-3-yl)-N4-(pyrazin-2-yl)pyrimidine-2,4-diamine